C1(CCC1)CNC(=O)C1=CC=C(C=C1)C1=C(NC(=C1C1=CC=C(C=C1)NC(C(=C)F)=O)C)C(=O)N 3-(4-((Cyclobutylmethyl)carbamoyl)phenyl)-4-(4-(2-fluoroacryloylamino)phenyl)-5-methyl-1H-pyrrole-2-carboxamide